1-beta-D-Arabinofuranosyl-5-fluorocytosine [C@@H]1([C@@H](O)[C@H](O)[C@H](O1)CO)N1C(=O)N=C(N)C(=C1)F